1-((Benzyloxy)methyl)-2-iodobenzene C(C1=CC=CC=C1)OCC1=C(C=CC=C1)I